8-bromo-2,3,4,5-tetrahydrobenzo[f][1,4]oxazepine BrC1=CC2=C(CNCCO2)C=C1